BrC1=C(C2=C(CN3[C@@H](CO2)CNCC3)C=C1F)I (12AR)-9-bromo-8-fluoro-10-iodo-1,2,3,4,12,12a-hexahydro-6H-pyrazino[2,1-c][1,4]benzoxazepine